[Li+].COC1=C(C(=O)[O-])C=CC=N1 2-methoxynicotinic acid, lithium salt